4-((2R,4R,5R)-5-ethyl-4-((5-isopropoxypyridin-2-yl)oxy)-2-methylpiperidin-1-yl)-1-methyl-2-oxo-1,2-dihydropyrido[3,2-d]pyrimidine-6-carbonitrile C(C)[C@H]1[C@@H](C[C@H](N(C1)C=1C2=C(N(C(N1)=O)C)C=CC(=N2)C#N)C)OC2=NC=C(C=C2)OC(C)C